2-((thiazol-2-ylimino)methyl)phenol S1C(=NC=C1)N=CC1=C(C=CC=C1)O